triethyl-monomethyl-ammonium tetrafluoroborate F[B-](F)(F)F.C(C)[N+](C)(CC)CC